BrC1=C(C=CC=C1)C1=C(C(=CC(=C1)F)Cl)Cl 2'-bromo-2,3-dichloro-5-fluoro-1,1'-biphenyl